BrC1=C(C=C(C=C1OCC)[C@@H](C)NCCCCC1=CC=CC=C1)OCC N-[(1R)-1-(4-bromo-3,5-diethoxyphenyl)ethyl]-4-phenylbutane-1-amine